3-((S)-2-aminopropoxy)-1-(1-(5-(difluoromethyl)pyrimidin-2-yl)piperidin-4-yl)pyrrolidin-2-one N[C@H](COC1C(N(CC1)C1CCN(CC1)C1=NC=C(C=N1)C(F)F)=O)C